(4aR,8aS)-6-(7-(2-Fluoro-4-(trifluoromethyl)benzyl)-2,7-diazaspiro[4.4]nonane-2-carbonyl)hexahydro-2H-pyrido[4,3-b][1,4]oxazin-3(4H)-one FC1=C(CN2CC3(CCN(C3)C(=O)N3C[C@@H]4[C@@H](OCC(N4)=O)CC3)CC2)C=CC(=C1)C(F)(F)F